C1(=CC=CC=C1)C=1C=C2C=CC(=CC2=CC1)OS(=O)(=O)C(F)(F)F 6-phenyl-2-trifluoromethanesulfonyl-oxy-naphthalene